NC1=CC=CC(=N1)S(=O)(=O)NC(=O)C=1C(=NC(=CC1)C=1C=NC(=C(C1)C)OC)OC1=C(C=C(C=C1C)C)C N-[(6-Amino-2-pyridyl)sulfonyl]-6-(6-methoxy-5-methyl-3-pyridyl)-2-(2,4,6-trimethylphenoxy)pyridin-3-carboxamid